5-(((2S,4R)-4-((6-methoxypyrimidin-4-yl)oxy)-2-methylpyrrolidin-1-yl)methyl)thiazol-4-d-2-amine hydrochloride salt Cl.COC1=CC(=NC=N1)O[C@@H]1C[C@@H](N(C1)CC1=C(N=C(S1)N)[2H])C